5,6,7,8-tetrahydroimidazo[1,2-a]pyridine-2-carboxamide N=1C(=CN2C1CCCC2)C(=O)N